benzyl-iminopropyl-trimethoxysilane C(C1=CC=CC=C1)CO[Si](OC)(OC)CCC=N